5-(2-ethoxypyridin-3-yl)-1-ethyl-3-methyl-N-((1-methyl-1H-pyrazol-4-yl)methyl)-1H-pyrazolo[4,3-b]pyridin-7-amine C(C)OC1=NC=CC=C1C1=CC(=C2C(=N1)C(=NN2CC)C)NCC=2C=NN(C2)C